N-((5-(tert-butyl)-2-methoxyphenyl)sulfonyl)-5-(thiazol-4-yl)-2-naphthamide C(C)(C)(C)C=1C=CC(=C(C1)S(=O)(=O)NC(=O)C1=CC2=CC=CC(=C2C=C1)C=1N=CSC1)OC